C(C1=CC=CC=C1)OC[C@@H](CO)O (2R)-3-(benzyloxy)propane-1,2-diol